(3'r)-5',5'-difluoro-2-methyl-6-oxo[1,3'-bipiperidine]-1'-carboxylic acid 4-cyanophenyl ester C(#N)C1=CC=C(C=C1)OC(=O)N1C[C@@H](CC(C1)(F)F)N1C(CCCC1=O)C